5-(4-chlorophenethyl)thiazolo[5,4-b]pyridin-2-amine ClC1=CC=C(CCC2=CC=C3C(=N2)SC(=N3)N)C=C1